C(C=C)(=O)NN1C(N([C@H]2[C@H](O)[C@H](O)[C@@H](CO)O2)C=CC1=O)=O 3-(1-E-acrylamido)uridine